6-(3-hydroxy-4-(7-(2,2,6,6-tetramethyl-1,2,3,6-tetrahydropyridin-4-yl)imidazo[1,2-a]pyrimidin-2-yl)phenyl)-3-methylpyrimidin-4(3H)-one OC=1C=C(C=CC1C=1N=C2N(C=CC(=N2)C=2CC(NC(C2)(C)C)(C)C)C1)C1=CC(N(C=N1)C)=O